2,5-dioxopyrrolidin-1-yl 2-[(tert-butoxycarbonyl)amino]-2-methylpropanoate C(C)(C)(C)OC(=O)NC(C(=O)ON1C(CCC1=O)=O)(C)C